(R)-3-methyl-2-(7-(3-(3-phenoxyphenyl)ureido)dibenzo[b,d]furan-2-sulfonamido)-butanoic acid CC([C@H](C(=O)O)NS(=O)(=O)C1=CC2=C(OC3=C2C=CC(=C3)NC(=O)NC3=CC(=CC=C3)OC3=CC=CC=C3)C=C1)C